N1=C(C=CC=C1)N1C(=O)NC(=O)C=C1 N-Pyridyluracile